COC1=CC=C(CN(C=2N=CN(C(C2C(=O)OC)=O)C2=C(C=C(C=C2[N+](=O)[O-])C(F)(F)F)Cl)CC2=CC=C(C=C2)OC)C=C1 methyl 4-(bis(4-methoxybenzyl)amino)-1-(2-chloro-6-nitro-4-(trifluoromethyl)phenyl)-6-oxo-1,6-dihydropyrimidine-5-carboxylate